1-(2-(1,3-dioxolan-2-yl)ethyl)-6-(furan-3-yl)-1H-indazol-5-amine O1C(OCC1)CCN1N=CC2=CC(=C(C=C12)C1=COC=C1)N